copper alloyl-copper C(C=C)(=O)[Cu].[Cu]